C(C)N(C(=O)C1=C(OC2=C(N=CN=N2)N2CC3(CN(C3)[C@@H](CCC(C)(C)NC([O-])=O)C(C)C)CC2)C=CC(=C1)F)C(C)C (S)-(5-(6-(6-(2-(ethyl(isopropyl)carbamoyl)-4-fluorophenoxy)-1,2,4-triazin-5-yl)-2,6-diazaspiro[3.4]octan-2-yl)-2,6-dimethylheptan-2-yl)carbamate